COC([C@@H](NCC(=O)NC1=C(C=CC(=C1)Cl)N1N=NC(=C1)Cl)CCOC)=O N-(2-((5-chloro-2-(4-chloro-1H-1,2,3-triazol-1-yl)phenyl)amino)-2-oxoethyl)-O-methyl-homoserine methyl ester